CC1=C2CN(CC2=C2CCCC2=N1)C(=O)[C@H]1CN(CC1)C1=CC(=NC=C1)C(F)(F)F (4-Methyl-3,6,7,8-tetrahydro-1H-2,5-diaza-as-indacen-2-yl)-[1-(2-trifluoromethyl-pyridin-4-yl)-pyrrolidin-3(R)-yl]-methanone